ClC1=CC(=C(C=C1)NC(=O)[C@@H]1CN(CCO1)C(=O)OC(C)(C)C)C tert-butyl (S)-2-((4-chloro-2-methylphenyl)carbamoyl)morpholine-4-carboxylate